FC=1C=C(C=CC1)N1N=C(C(=C1Cl)C=O)C1=CC(=CC=C1)F 1,3-BIS(3-FLUOROPHENYL)-5-CHLORO-1H-PYRAZOLE-4-CARBOXALDEHYDE